CN(CCCN1C(=C(C=2C(=C3C(=NC21)CCCCC3)NC(C(F)(F)F)=O)C)C)C N-(1-(3-(dimethylamino)propyl)-2,3-dimethyl-1,5,6,7,8,9-hexahydrocycloHepta[b]pyrrolo[3,2-e]pyridin-4-yl)-2,2,2-trifluoroacetamide